Cl.FC=1C=NC=2N(C1)N=CC2N 6-fluoropyrazolo[1,5-a]pyrimidin-3-amine hydrochloride